OC(C)(C)C1=C2C=C(N=CC2=C(N=C1)OC1CN(C1)S(=O)(=O)C)NC1=CC=C2C(=N1)[C@H]([C@@H](OC2=O)C)C (7S,8R)-2-((5-(2-Hydroxypropan-2-yl)-8-((1-(methylsulfonyl)azetidin-3-yl)oxy)-2,7-naphthyridin-3-yl)amino)-7,8-dimethyl-7,8-dihydro-5H-pyrano[4,3-b]pyridin-5-one